N-α-Chloroacetyl-L-phenylalanine ClCC(=O)N[C@@H](CC1=CC=CC=C1)C(=O)O